C(C)(C)(C)OC(=O)N1C(N(C=2C1=NC=C(C2)B2OC(C(O2)(C)C)(C)C)C)=O tert-butyl-1-methyl-2-oxo-6-(4,4,5,5-tetramethyl-1,3,2-dioxaborolan-2-yl)imidazo[4,5-b]pyridine-3-carboxylate